(S)-(2-chlorophenyl)(3-(3-(3-chloropyridin-2-yloxy)pyrrolidin-1-yl)-4-(2-hydroxyethyl)phenyl)methanone ClC1=C(C=CC=C1)C(=O)C1=CC(=C(C=C1)CCO)N1C[C@H](CC1)OC1=NC=CC=C1Cl